(R)-3-((3-(8-amino-5-neopentylpyrido[3,4-d]pyrimidin-2-yl)phenyl)ethynyl)-3-hydroxy-1-methylpyrrolidin-2-one NC1=NC=C(C2=C1N=C(N=C2)C=2C=C(C=CC2)C#C[C@]2(C(N(CC2)C)=O)O)CC(C)(C)C